C1(CC1)C1=CC(=NN1CC(=O)OCC)C(F)(F)F ethyl 2-(5-cyclopropyl-3-(trifluoromethyl)-1H-pyrazol-1-yl)acetate